C(C)(=O)CC(=O)[O-].CC(CC)O[Al+]OC(C)CC di-2-butoxyaluminum acetyl-acetate